((1S,4S,5S)-4-(4-((S)-3-(4-fluorophenyl)-2-methyloctan-2-yl)-2,6-dihydroxyphenyl)-6,6-dimethylbicyclo[3.1.1]hept-2-en-2-yl)methyl pivalate C(C(C)(C)C)(=O)OCC=1[C@@H]2C([C@H]([C@H](C1)C1=C(C=C(C=C1O)C(C)([C@@H](CCCCC)C1=CC=C(C=C1)F)C)O)C2)(C)C